2-amino-1-(pyridin-3-yl)ethanol, oxalic acid salt C(C(=O)O)(=O)O.NCC(O)C=1C=NC=CC1